C(N)(OC1CCC(CC1)CCN1CC(C1)C1=CN(C2=CN=CC=C21)C2=C(C=C(C=C2)F)C(N(C(C)C)C(C)C)=O)=O ((1r,4r)-4-(2-(3-(1-(2-(diisopropylcarbamoyl)-4-fluorophenyl)-1H-pyrrolo[2,3-c]pyridin-3-yl) azetidin-1-yl) ethyl) cyclohexyl) carbamate